COC=1C=CC2=C(N(C=N2)C)C1CNC(C1=CN=C(C=C1)OC(F)(F)F)=O N-((6-methoxy-1-methyl-1H-benzimidazol-7-yl)methyl)-6-(trifluoromethoxy)-nicotinamide